3-oxo-1-cyclohexen-1-yl 1-(3,4-dimethylphenyl)-1,6-dihydro-6-oxo-2-phenyl-5-pyrimidinecarboxylate CC=1C=C(C=CC1C)N1C(=NC=C(C1=O)C(=O)OC1=CC(CCC1)=O)C1=CC=CC=C1